ClC1=C(N=NC(=C1)C=1C(NC(NC1)=O)=O)C#N 4-chloro-6-(2,4-dioxo-1H-pyrimidin-5-yl)pyridazine-3-carbonitrile